2-amino-3-(methoxycarbonyl)pyrazine 1-oxide NC1=[N+](C=CN=C1C(=O)OC)[O-]